CC1=C(C(=O)NC2(CC2)C2=CC=CC3=CC=CC=C23)C=C(C=C1)OC[C@H]1N(CC1)C (S)-2-Methyl-5-((1-methylazetidin-2-yl)methoxy)-N-(1-(naphthalen-1-yl)cyclopropyl)benzamide